3-(3-Chloro-4-fluorophenyl)-1-(8-fluoro-3-oxido-6-oxo-1,4,5,6-tetrahydro-2H-thiopyrano[3,4-c]isoquinolin-1-yl)-1-methylurea ClC=1C=C(C=CC1F)NC(N(C)C1CS(CC=2NC(C=3C=C(C=CC3C21)F)=O)=O)=O